(S)-1-chloro-3-(cyclobutylamino)-4-oxo-4,6,7,8-tetrahydropyrrolo[1,2-a]pyrazine-6-carboxylic acid ClC1=C2N(C(C(=N1)NC1CCC1)=O)[C@@H](CC2)C(=O)O